(S)-(E)-7-(2-(6-Chloro-[1,3]dioxolo[4,5-b]pyridin-7-yl)vinyl)-2-(1-cyclopropyl-2-hydroxy-2-methylpropyl)isoindolin-1-one ClC=1C(=C2C(=NC1)OCO2)/C=C/C=2C=CC=C1CN(C(C21)=O)[C@H](C(C)(C)O)C2CC2